C(CCCCCCC)[NH2+]C1=CC=CC=C1 N-octylanilinium